pyrrolo[2,1-b][1,3]thiazine S1C=2N(C=CC1)C=CC2